FC(CC(CO)NC(=O)C=1N(N=C2C=CC(=CC12)OCC1=NC=CC=C1)C)(C)C N-(4-fluoro-1-hydroxy-4-methylpentan-2-yl)-2-methyl-5-[(pyridin-2-yl)methoxy]-2H-indazole-3-carboxamide